Aluminium-tin oxide [Sn]=O.[Al]